C(C)(C)(C)C1=NC=C(C(N1CC)=O)NC=1N(C=2C(=NC=C(C2Cl)OC=2C=NN3C2C=NC=C3)N1)C 2-(tert-butyl)-5-((7-chloro-1-methyl-6-(pyrazolo[1,5-a]pyrazin-3-yloxy)-1H-imidazo[4,5-b]pyridin-2-yl)amino)-3-ethylpyrimidin-4(3H)-one